C(C)(C)C1=C(C=CC=C1)C=1N=CC2=C(N1)C(=CS2)NC2=CC=C(C=C2)C=2N(C=C(N2)C(F)(F)F)C 2-(2-isopropylphenyl)-7-[4-(1-methyl-4-(trifluoromethyl)-1H-imidazol-2-yl)phenylamino]-thieno[3,2-d]pyrimidine